3-[3-[4-(4-piperidinyl)piperazin-1-yl]phenyl]piperidine-2,6-dione N1CCC(CC1)N1CCN(CC1)C=1C=C(C=CC1)C1C(NC(CC1)=O)=O